N-methyl-4-(4,4,5,5-tetramethyl-1,3,2-dioxaborolan-2-yl)aniline CNC1=CC=C(C=C1)B1OC(C(O1)(C)C)(C)C